CC1N(CC(C1)=O)C(=O)OC(C)(C)C tert-butyl 2-methyl-4-oxo-pyrrolidine-1-carboxylate